(R)-3-(6-(3-methyl-1H-pyrrolo[2,3-b]pyridin-5-yl)-2-(methylsulfonyl)-1,2,3,4-tetrahydroisoquinolin-8-yl)morpholine 4-(azetidine-1-sulfonyl)benzene-1-sulfinate N1(CCC1)S(=O)(=O)C1=CC=C(C=C1)S(=O)O.CC1=CNC2=NC=C(C=C21)C=2C=C1CCN(CC1=C(C2)[C@H]2NCCOC2)S(=O)(=O)C